rac-tert-butyl (3R,4R)-3-amino-4-hydroxy-pyrrolidine-1-carboxylate N[C@@H]1CN(C[C@H]1O)C(=O)OC(C)(C)C |r|